C1C=CN(C=C1C(=O)N)[C@H]2[C@@H]([C@@H]([C@H](O2)COP(=O)(O)O)O)O The molecule is a nicotinamide mononucleotide that is obtained by addition of hydride to position 4 on the pyridine ring of NMN(+). It has a role as a metabolite. It derives from a NMN(+). It is a conjugate acid of a NMNH(2-).